4-((2R,4S)-4-bromotetrahydro-2H-pyran-2-yl)-2-methylpyridine Br[C@@H]1C[C@@H](OCC1)C1=CC(=NC=C1)C